1-[[2-(difluoromethoxy)pyridin-4-yl]methyl]-3-[[rac-(3aR,6aR)-2,3,3a,4,5,6-hexahydrocyclopenta[b]furan-6a-yl]methyl]urea FC(OC1=NC=CC(=C1)CNC(=O)NC[C@]12OCC[C@H]1CCC2)F |r|